6-fluoro-2-methyl-7-nitrobenzo[d]isothiazol FC1=C(C2=C(CN(S2)C)C=C1)[N+](=O)[O-]